(S)-3-(6-(2,3-difluoro-5-(trifluoromethyl)phenyl)-4-((3-(trifluoromethyl)phenyl)-sulfonyl)-3,4-dihydro-2H-benzo[b][1,4]oxazin-2-yl)propanoic acid FC1=C(C=C(C=C1F)C(F)(F)F)C1=CC2=C(O[C@H](CN2S(=O)(=O)C2=CC(=CC=C2)C(F)(F)F)CCC(=O)O)C=C1